ethyl-L-phenylalanyl-amide C(C)N[C@@H](CC1=CC=CC=C1)C(=O)[NH-]